C(C)OC(CCC)=S.S(N)([O-])(=O)=O.[Mg+2].S(N)([O-])(=O)=O Magnesium Sulfamate Ethyl-3-methylthiopropionate